ClC=1C=C(C=CC1F)NC(N(C(C1=CC=CC=C1)C1=CN=C(C2=CC=CC=C12)OC)CC)=O 3-(3-chloro-4-fluorophenyl)-1-ethyl-1-((1-methoxyisoquinolin-4-yl)(phenyl)methyl)urea